FC(C(=O)O)(F)F.O=C1NC(CC[C@@H]1N1C(C2=C(C=C(C=C2C1)N1CC(C1)C=O)F)=O)=O 1-{2-[(3S)-2,6-dioxopiperidin-3-yl]-7-fluoro-1-oxo-3H-isoindol-5-yl}azetidine-3-carbaldehyde trifluoroacetate